1,1'-disulfanediylbis(N,N-diethylmethanethioamide) S(SC(N(CC)CC)=S)C(N(CC)CC)=S